S1C(=NC=C1)C([O-])=S thiazolethioate